butyl (s)-4-(((3-hydroxy-1-methoxy-1-oxopropan-2-yl)carbamoyl)oxy)piperidine-1-carboxylate OC[C@@H](C(=O)OC)NC(=O)OC1CCN(CC1)C(=O)OCCCC